5-(2-ethoxyethoxy)pentan-1-ol C(C)OCCOCCCCCO